(phenoxy(phenyl)phosphoryl)-L-alanine isopropyl ester C(C)(C)OC([C@@H](NP(=O)(C1=CC=CC=C1)OC1=CC=CC=C1)C)=O